6-(2-amino-6-fluoro-5-(4-(4-isopropylpiperazin-1-yl)phenyl)pyridin-3-yl)-4-fluoroisoquinolin-1(2H)-one NC1=NC(=C(C=C1C=1C=C2C(=CNC(C2=CC1)=O)F)C1=CC=C(C=C1)N1CCN(CC1)C(C)C)F